[Si](C)(C)(C(C)(C)C)N=S(=O)(N)C1=CC=C(C=C1)S(=O)(=O)C N'-(tert-butyldimethylsilyl)-4-(methylsulfonyl)benzenesulfonimidamide